(2,6-diphenylphenol) aluminum [Al].C1(=CC=CC=C1)C1=C(C(=CC=C1)C1=CC=CC=C1)O